CN1C(=CC(=C1)NC(=O)C=1N(C=C(N1)NC(CCNC(=O)C=1N(C(=CC1)NC(=O)C=1N(C=CN1)C)C)=O)C)C(=O)O 1-methyl-4-[1-methyl-4-(3-{[1-methyl-5-(1-methylimidazole-2-amido)pyrrol-2-yl]formamido}propanamido)imidazole-2-amido]pyrrole-2-carboxylic acid